methyl-4-formylbenzoate COC(C1=CC=C(C=C1)C=O)=O